4-((4-hydroxyphenyl)carbamoyl)piperazine-1-carboxylic acid tert-butyl ester C(C)(C)(C)OC(=O)N1CCN(CC1)C(NC1=CC=C(C=C1)O)=O